N-(2-carbamoylpyridine-4-yl)-7-(4,4-difluoroazepan-1-yl)quinoline-6-carboxamide C(N)(=O)C1=NC=CC(=C1)NC(=O)C=1C=C2C=CC=NC2=CC1N1CCC(CCC1)(F)F